hydroxyl-(methyl)acrylic acid OC=C(C(=O)O)C